methyl (S)-9-(4-((1-(3-fluoropropyl)pyrrolidin-3-yl)amino)phenyl)-6,7-dihydro-5H-benzo[7]annulene-3-carboxylate FCCCN1C[C@H](CC1)NC1=CC=C(C=C1)C1=CCCCC2=C1C=CC(=C2)C(=O)OC